4-((4-((1H-indol-6-yl)oxy)-6-amino-1,3,5-triazin-2-yl)amino)benzenesulfonamide N1C=CC2=CC=C(C=C12)OC1=NC(=NC(=N1)N)NC1=CC=C(C=C1)S(=O)(=O)N